ClC1=CC=C(OC=2C=C3CCC(C3=CC2)(O)CO)C=C1 5-(4-chlorophenoxy)-1-(hydroxymethyl)-2,3-dihydro-1H-inden-1-ol